O[C@@H]1CN(CC1)C1=NC(=CC(=C1)C=1C=C(C=CC1C)NC(=O)N1C[C@@H](CC1)CC(F)(F)F)N1CCOCC1 (S)-N-(3-(2-((S)-3-hydroxypyrrolidin-1-yl)-6-morpholinopyridin-4-yl)-4-methylphenyl)-3-(2,2,2-trifluoroethyl)pyrrolidine-1-carboxamide